COC1=C(C=CC=C1)C=CC(=O)N 3-(2-methoxyphenyl)acrylamide